ω-hydroxytetradecanoic acid C(CCCCCCC(=O)O)CCCCCCO